ClC1=C2C=C(N(C2=CC=C1CN1CCC2(CN(C2)C2=NC=NC3=CC=C(C=C23)CC(F)(F)F)CC1)CC(C)N1CCN(CC1)S(=O)(=O)C)C#N 4-chloro-1-[2-(4-methyl-sulfonylpiperazin-1-yl)propyl]-5-[[2-[6-(2,2,2-trifluoroethyl)quinazolin-4-yl]-2,7-diazaspiro[3.5]nonan-7-yl]methyl]indole-2-carbonitrile